(R)-1-(bicyclo[1.1.1]pentan-1-yl)ethan-1-ol C12(CC(C1)C2)[C@@H](C)O